(S)-2-((butoxycarbonyl)amino)-4-((2-methoxyethyl)(4-(5,6,7,8-tetrahydro-1,8-naphthyridin-2-yl)butyl)amino)butanoic acid C(CCC)OC(=O)N[C@H](C(=O)O)CCN(CCCCC1=NC=2NCCCC2C=C1)CCOC